ClC1=C(C=CC(=C1)C=1C=NN(C1)C1OCCCC1)N1CCCCC1 1-(2-chloro-4-(1-(tetrahydro-2H-pyran-2-yl)-1H-pyrazol-4-yl)phenyl)piperidine